4-t-butylphenyliodonium C(C)(C)(C)C1=CC=C(C=C1)[IH+]